4-(1-(5-Chloropyridin-2-yl)ethyl)-4-hydroxypiperidine-1-carboxylic acid tert-butyl ester C(C)(C)(C)OC(=O)N1CCC(CC1)(O)C(C)C1=NC=C(C=C1)Cl